C(C)(C)(C)OC(C(CC1=NC(=NO1)OC1=CC=C(C=C1)CCCC)P(=O)(OCC)OCC)=O.NC1=C2N(C(N(C2=NC=N1)C1CCN(CC1)C1CCNCC1)=O)C1=CC(=C(C=C1)OC1=CC=NC=C1)F 6-amino-9-{[1,4'-bipiperidin]-4-yl}-7-[3-fluoro-4-(pyridin-4-yloxy)phenyl]purin-8-one tert-butyl-3-(3-(4-butylphenoxy)-1,2,4-oxadiazol-5-yl)-2-(diethoxyphosphoryl)propanoate